3-bromo-5-(5-morpholinoisothiazol-3-yl)pyridin-2-amine BrC=1C(=NC=C(C1)C1=NSC(=C1)N1CCOCC1)N